BrC1=C(C(=O)NC2=C(C=CC=C2)C)C(=CC=N1)C 2-bromo-4-methyl-N-o-tolylnicotinamide